[2-(dimethylamino)propyl]amide CN(C(C[NH-])C)C